(4-bromo-2-methoxyphenyl)pyrrole methyl-5-(2-chloro-4-(methylamino)phenyl)-3-methylpicolinate COC(C1=NC=C(C=C1C)C1=C(C=C(C=C1)NC)Cl)=O.BrC1=CC(=C(C=C1)C=1NC=CC1)OC